C(C)(C)OC1=CC=2N(C=C1C(=O)NC1=NN(C=C1)C)C=C(N2)[C@]21CO[C@](CC2)(C1)C 7-isopropoxy-N-(1-methyl-1H-pyrazol-3-yl)-2-((1R,4S)-1-methyl-2-oxabicyclo[2.2.1]hept-4-yl)imidazo[1,2-a]pyridine-6-carboxamide